C(\C=C\C1=CC=C(C=C1)O)(=O)N(CCCCNC(N)=N)O coumaroylhydroxyagmatine